2-(3-cyanophenyl)-N-[(1S)-2-hydroxy-1,2-dimethyl-propyl]-3-(2-methoxy-6-methyl-4-pyridinyl)imidazo[1,2-b]pyridazine-6-carboxamide C(#N)C=1C=C(C=CC1)C=1N=C2N(N=C(C=C2)C(=O)N[C@H](C(C)(C)O)C)C1C1=CC(=NC(=C1)C)OC